Cl.Cl.FC1=CC=C(C=C1)C1=CC2=C(NC(=N2)CCN)C=C1 2-(5-(4-fluorophenyl)-1H-benzo[d]imidazol-2-yl)ethan-1-amine dihydrochloride